ethoxy-4-methylbenzenesulfonate C(C)OC1=C(C=CC(=C1)C)S(=O)(=O)[O-]